N-methyl-N-(2-hydroxyethyl)-acrylamide CN(C(C=C)=O)CCO